(RS)-5-(tert-Butyl)-1-cyclopropyl-9-methoxy-8-(3-methoxypropoxy)-2-oxo-1,2,5,6-tetrahydro-1,10-phenanthroline-3-carboxylic acid C(C)(C)(C)[C@@H]1C=2C=C(C(N(C2C2=NC(=C(C=C2C1)OCCCOC)OC)C1CC1)=O)C(=O)O |r|